CC=1N=C(C2=C(N1)N=CC=C2)S 2-methylpyrido[2,3-d]pyrimidine-4-thiol